FC1=C(C=CC=C1)N1C=NC(=C1)C(=O)O 1-(2-fluorophenyl)-1H-imidazole-4-carboxylic acid